N-((5-chloro-6-((5-fluoropyridin-3-yl)methoxy)-1H-indol-2-yl)methyl)-1-methylcyclopropane-1-carboxamide ClC=1C=C2C=C(NC2=CC1OCC=1C=NC=C(C1)F)CNC(=O)C1(CC1)C